2-chloro-9-(4'-methyl-[1,1'-biphenyl]-4-yl)-9H-carbazole ClC1=CC=2N(C3=CC=CC=C3C2C=C1)C1=CC=C(C=C1)C1=CC=C(C=C1)C